2-(1-(2,4,6-trimethylphenylimino)ethyl)-8-hydroxy-5,6,7,8-tetrahydroquinoline CC1=C(C(=CC(=C1)C)C)N=C(C)C1=NC=2C(CCCC2C=C1)O